CN1C(=NC=C1)C(=O)N1[C@@H](CCC1)C(C1=CC=CC=C1)(C1=CC=CC=C1)OC(C1=C(C(=C(C(=C1F)F)F)F)F)(F)F (S)-(1-methyl-1H-imidazol-2-yl)(2-((perfluorobenzyloxy)diphenylmethyl)-pyrrolidin-1-yl)methanone